methyl (S)-3-amino-4,4-dimethylvalerate N[C@@H](CC(=O)OC)C(C)(C)C